2-cyclopentyl-2-phenyl-oxirane C1(CCCC1)C1(OC1)C1=CC=CC=C1